IC[C@H](N)C(=O)O β-iodo-alanine